tert-Butyl 4-((4-(3,3-dimethylbutanoyl)-1,2,3,4-tetrahydroquinoxaline-1-carboxamido)methyl)piperidin-1-carboxylate CC(CC(=O)N1CCN(C2=CC=CC=C12)C(=O)NCC1CCN(CC1)C(=O)OC(C)(C)C)(C)C